C(#N)C1=C(C=C(OC2(C(CC2(C)C)(C)C)[C@@]2(NN=CC=C2)C(=O)N)C=C1)OC (1r,3r)-3-((4-cyano-3-methoxyphenoxy)-2,2,4,4-tetramethylcyclobutyl)pyridazine-3-carboxamide